Methyl (Z)-1-(4-amino-2-fluorobut-2-en-1-yl)-4-(2-methyl-5-((trifluoromethyl)sulfonyl) Phenyl)-1H-benzo[d][1,2,3]triazole-6-carboxylate hydrochloride Cl.NC\C=C(\CN1N=NC2=C1C=C(C=C2C2=C(C=CC(=C2)S(=O)(=O)C(F)(F)F)C)C(=O)OC)/F